ClC=1C=CC(=C2C=CNC12)C=1N(N=C2C1CN(CC2)C2=NC=C(C=N2)C(C)(C)O)C2=C(C=CC=C2CC)CC 2-[2-[3-(7-chloro-1H-indol-4-yl)-2-(2,6-diethylphenyl)-6,7-dihydro-4H-pyrazolo[4,3-c]pyridin-5-yl]pyrimidin-5-yl]propan-2-ol